C(CCCCCCCCCCC)N(C([S-])=S)CCCCCCCCCCCC.[Mo+2]=O.C(CCCCCCCCCCC)N(C([S-])=S)CCCCCCCCCCCC molybdenum oxide didodecyl-dithiocarbamate